FC(C(O)(O)C=1N=C2N(N1)[C@@H](C[C@@H]2F)C2=CC=CC=C2)(C)F 2,2-difluoro-1-[(5s,7s)-7-fluoro-5-phenyl-6,7-dihydro-5H-pyrrolo[1,2-b][1,2,4]triazol-2-yl]propane-1,1-diol